FC1=C(C=CC=C1C(F)(F)F)NC(=O)[C@H]1[C@H]2C[C@@H]([C@@H]([C@@H]1C1=CC(=CC=C1)C(F)(F)F)O2)O |r| rac-(1r,2r,3s,4r,5s)-N-(2-fluoro-3-(trifluoromethyl)phenyl)-5-hydroxy-3-(3-(trifluoromethyl)phenyl)-7-oxabicyclo[2.2.1]heptane-2-carboxamide